C[C@@H]1N(CC[C@@H](C1)C1=C(C(=NO1)C)NC(=O)O[C@H](C)C1=CC=CC=C1)C1=CC=C(C=C1)C1(CC1)C(=O)O 1-[4-[(2S,4S)-2-methyl-4-[3-methyl-4-[[(1R)-1-phenylethoxy]carbonylamino]isoxazol-5-yl]-1-piperidyl]phenyl]cyclopropanecarboxylic acid